(3-amino-6-(2,2-difluoroethyl-sulfonyl)-4,5,6,7-tetrahydro-pyrazolo[3,4-c]pyridin-2-yl)(6-fluoro-1,2,3,4-tetrahydro-quinolin-4-yl)methanone NC=1N(N=C2CN(CCC21)S(=O)(=O)CC(F)F)C(=O)C2CCNC1=CC=C(C=C21)F